C(C)(C)(C)OC(=O)N1CCN(CC1)C1=NC=NC2=CC(=C(C=C12)OC)B1OC(C(O1)(C)C)(C)C 4-[6-methoxy-7-(tetramethyl-1,3,2-dioxaborolan-2-yl)quinazolin-4-yl]piperazine-1-carboxylic acid tert-butyl ester